C(C)(C)(C)[Si](OC)(OC)CCC tert-butyl-normal propyldimethoxysilane